(Z)-3-((E)-4-aminobut-2-en-1-yl)-6-carbamoyl-4-methoxybenzo[d]thiazol NC/C=C/CN1CSC2=C1C(=CC(=C2)C(N)=O)OC